(1R,2R)-2-methoxycyclobutane-1-amine CO[C@H]1[C@@H](CC1)N